[Si](C1=CC=CC=C1)(C1=CC=CC=C1)(C(C)(C)C)OC/C=C(/CC/C=C(/CO)\C)\C (2E,6E)-8-[(tert-butyldiphenylsilyl)oxy]-2,6-dimethylocta-2,6-dien-1-ol